6-methoxy-3-methylisobenzofuran-1(3H)-one COC1=CC=C2C(OC(C2=C1)=O)C